C(C)(=O)C=1C=C(C=NC1N)C=1C=C2N(N1)CC[C@]21CN(CC1)C(=O)NCC |r| (rac)-2'-(5-acetyl-6-aminopyridin-3-yl)-N-ethyl-5',6'-dihydrospiro[pyrrolidine-3,4'-pyrrolo[1,2-b]pyrazole]-1-carboxamide